FC1=C(C=CC=C1)NC1=CC=C2C(=NNC2=C1)NC(C1=CC=C(C=C1)C1CCN(CC1)C)=O N-(6-((2-Fluorophenyl)amino)-1H-indazol-3-yl)-4-(1-methylpiperidin-4-yl)benzamid